C1=C(C=CC2=CC=CC=C12)C1=C(N)C=CC=C1 2-(2-naphthyl)-aniline